2-(4-fluoro-2-methylphenyl)-N-methylpiperidine-1-carboxamide FC1=CC(=C(C=C1)C1N(CCCC1)C(=O)NC)C